COC1=NC(=NC(=N1)C)NC 2-methoxy-4-methyl-6-(methylamino)-1,3,5-triazine